2-amino-6-(benzyloxy)-9-(4-methoxybenzyl)-7-(3,3,3-trifluoropropyl)-7,9-dihydro-8H-purin-8-one NC1=NC(=C2N(C(N(C2=N1)CC1=CC=C(C=C1)OC)=O)CCC(F)(F)F)OCC1=CC=CC=C1